1-METHOXY-4-(1-PROPENYL)BENZENE COC1=CC=C(C=C1)C=CC